tert-butyl (2-formylpyridin-3-yl)carbamate C(=O)C1=NC=CC=C1NC(OC(C)(C)C)=O